2-((3-(((3S,4r)-4-hydroxytetrahydrofuran-3-yl)oxy)-1-(methyl-d3)-1H-pyrazol-4-yl)amino)-7-((S)-1-methoxypropane-2-yl)-7H-pyrrolo[2,3-d]pyrimidine-6-carbonitrile O[C@H]1[C@H](COC1)OC1=NN(C=C1NC=1N=CC2=C(N1)N(C(=C2)C#N)[C@H](COC)C)C([2H])([2H])[2H]